tert-Butyl 5-amino-3,4-dihydroquinoxaline-1(2H)-carboxylate NC1=C2NCCN(C2=CC=C1)C(=O)OC(C)(C)C